3-[1-methyl-7-(4-piperidyl)indazol-3-yl]piperidine-2,6-dione CN1N=C(C2=CC=CC(=C12)C1CCNCC1)C1C(NC(CC1)=O)=O